4-(4-acryloylpiperazin-1-yl)-6-chloro-8-fluoro-7-(3-hydroxynaphthalen-1-yl)quinazoline-2-carbonitrile C(C=C)(=O)N1CCN(CC1)C1=NC(=NC2=C(C(=C(C=C12)Cl)C1=CC(=CC2=CC=CC=C12)O)F)C#N